C1(CC1)C1=C(C(=NO1)C1=C(C=CC=C1Cl)Cl)CO[C@H]1C[C@@H](N(CC1)C(=O)OC(C)(C)C)C tert-butyl (2s,4r)-4-((5-cyclopropyl-3-(2,6-dichlorophenyl) isoxazol-4-yl) methoxy)-2-methylpiperidine-1-carboxylate